N-(3,3-difluoropiperidin-4-yl)-5-((6-(dimethylamino)pyridin-2-yl)methoxy)-2-methylbenzo-furan-3-carboxamide FC1(CNCCC1NC(=O)C1=C(OC2=C1C=C(C=C2)OCC2=NC(=CC=C2)N(C)C)C)F